ONC(/C=C/C1=C(C=CC=C1)NC(=O)C=1SC(=CC1OC)C1=CC=CC=C1)=O (E)-N-(2-(3-(hydroxyamino)-3-oxoprop-1-en-1-yl)phenyl)-3-methoxy-5-phenylthiophene-2-carboxamide